(R)-4-(6-nitro-4-oxo-2-(pyrrolidin-2-yl)quinazolin-3(4H)-yl)benzonitrile [N+](=O)([O-])C=1C=C2C(N(C(=NC2=CC1)[C@@H]1NCCC1)C1=CC=C(C#N)C=C1)=O